3,4,5-triethylbiphenyl C(C)C=1C=C(C=C(C1CC)CC)C1=CC=CC=C1